FC1=CC(=C(C=C1)C1=CC(=CC=C1)C=1OC2=C(N1)C=C(C=C2C(F)(F)F)CN[C@H]2[C@H](CCCC2)O)C2=NN=CN2C (1S,2R)-2-(((2-(4'-Fluoro-2'-(4-methyl-4H-1,2,4-triazol-3-yl)-[1,1'-biphenyl]-3-yl)-7-(trifluoromethyl)benzo[d]oxazol-5-yl)methyl)amino)cyclohexan-1-ol